3-(4-bromo-6-chloro-3-methyl-2-oxo-benzimidazol-1-yl)-1-[(4-methoxyphenyl)methyl]piperidine-2,6-dione BrC1=CC(=CC=2N(C(N(C21)C)=O)C2C(N(C(CC2)=O)CC2=CC=C(C=C2)OC)=O)Cl